COC(C1=CC(=C(C(=C1)NC[C@H]1OCC1)N)OCCN(C)C)=O 4-amino-3-[2-(dimethylamino)ethoxy]-5-[[(2S)-oxetan-2-yl]methylamino]benzoic acid methyl ester